N2,3-dimethyl-N5-(7-{8-methyl-1H,2H,3H-pyrido[2,3-b][1,4]oxazin-7-yl}-5H,6H,7H,8H-pyrido[3,4-d]pyrimidin-2-yl)-N2-[2-(morpholin-4-yl)ethyl]pyridine-2,5-diamine CN(C1=NC=C(C=C1C)NC=1N=CC2=C(N1)CN(CC2)C2=C(C1=C(OCCN1)N=C2)C)CCN2CCOCC2